2,2-bis-(p-hydroxyphenyl)propane OC1=CC=C(C=C1)C(C)(C)C1=CC=C(C=C1)O